C(CCC=CCCCC)(=O)O 4-Nonenoic acid